(-)-3-(carbamoylmethyl)-5-methylhexanoic acid C(N)(=O)CC(CC(=O)O)CC(C)C